C(CCCCCC(C)(C)C)(=O)OOC(C)(C)CCC tert-hexyl peroxy-neodecanoate